4-(5-(7-(1-Methyl-1H-pyrazol-4-yl)quinazolin-5-yl)pyrazin-2-yl)piperazine-1-carboxylic acid tert-butyl ester C(C)(C)(C)OC(=O)N1CCN(CC1)C1=NC=C(N=C1)C1=C2C=NC=NC2=CC(=C1)C=1C=NN(C1)C